C(CCCC)N(CCCCC)CC(=O)OCCCCCCC 1-heptanol N,N-dipentylaminoacetate